6a,7,9,10-Tetrahydro-6H,12H-pyrido[2'',3'':4',5']pyrrolo[1',2':4,5]pyrazino[2,1-c][1,4]oxazin-12-one N1=CC=CC2=C1C=C1N2CC2COCCN2C1=O